ClC1=NC=CC=C1C(=O)NS(=O)(=O)C1=NC(=CC=C1)NC(CC[C@@H]1CNC(C1)(C)C)C1=CC=CC=C1 2-Chloro-N-[[6-[[3-[(3S)-5,5-dimethylpyrrolidin-3-yl]-1-phenyl-propyl]amino]-2-pyridyl]sulfonyl]pyridine-3-carboxamide